[Cl-].[Cl-].C1(=CC=CC2=CC=CC=C12)C(=[Zr+2](C1=C(C(=CC=2C3=CC(=C(C=C3CC12)C(C)(C)C)C(C)(C)C)C(C)(C)C)C(C)(C)C)C1C=CC=C1)C1=CC(=CC=C1)C(F)(F)F naphthyl(m-trifluoromethyl-phenyl)methylene(cyclopentadienyl)(2,3,6,7-tetra-tert-butylfluorenyl)zirconium dichloride